COC(=O)C=1C=C2NC(C(=NC2=C(C1)NC1=CC=C(C=C1)F)C)=O 8-((4-fluorophenyl)amino)-2-methyl-3-oxo-3,4-dihydroquinoxaline-6-carboxylic acid methyl ester